ClC1=NC(=C2N=CN(C2=N1)[C@@H]1O[C@@H]([C@H]([C@H]1O)O)CO)N1CC(C(C1)C1=CC=CC=C1)C1=CC=CC=C1 (2R,3R,4S,5R)-2-(2-chloro-6-(3,4-diphenylpyrrolidin-1-yl)-9H-purin-9-yl)-5-(hydroxymethyl)tetrahydrofuran-3,4-diol